Allyltrimethoxysilan C(C=C)[Si](OC)(OC)OC